pentenyl-methyldimethoxysilane C(=CCCC)[Si](OC)(OC)C